N-(2,3-dicarboxy)propyl-3-aminopropyl-methyl-silanediol C(=O)(O)C(CNCCC[Si](O)(O)C)CC(=O)O